BrC=1C(=C2C(=NC1)NCC21CC(CC1)CC(=O)N)Cl 2-(5'-Bromo-4'-chloro-1',2'-dihydrospiro[cyclopentane-1,3'-pyrrolo[2,3-b]pyridin]-3-yl)acetamide